C(=CC=CCCCC)O octadien-ol